(4-((tris(4-methoxyphenyl)methoxy)methyl)-1-(6-(4-(pyren-1-yl)butanamido)hexanoyl)piperidin-4-yl)methyl (2-cyanoethyl) diisopropylphosphoramidite C(C)(C)N(P(OCC1(CCN(CC1)C(CCCCCNC(CCCC1=CC=C2C=CC3=CC=CC4=CC=C1C2=C34)=O)=O)COC(C3=CC=C(C=C3)OC)(C3=CC=C(C=C3)OC)C3=CC=C(C=C3)OC)OCCC#N)C(C)C